3-cyclopropyl-3-methylbutan-1-ol C1(CC1)C(CCO)(C)C